((1S,4aS,5R,7aS)-8-oxo-1,4a,5,7a-tetrahydro-1,5-(epoxymethano) cyclopenta[c]pyran-3-yl)methyl 4-nitrobenzoate [N+](=O)([O-])C1=CC=C(C(=O)OCC2=C[C@H]3[C@H]4[C@@H](O2)OC([C@@H]3C=C4)=O)C=C1